C[P+](CCCCCCCCCCCC)(C)CCCP([O-])(=O)[O-] 3-(P,P-dimethyl-P-dodecylphosphonio)propane-1-phosphonate